C(C)(=O)N(C(=O)C1=NN(C(=C1C)C1=CC=C(C=C1)Cl)C1=C(C=C(C=C1)Cl)Cl)N1CCCCC1 acetyl-[N-(Piperidin-1-yl)-5-(4-chlorophenyl)-1-(2,4-dichlorophenyl)-4-methyl-1H-pyrazole-3-carboxamide]